O=C1N(CCC1)C1=CC=C(C=C1)C=1C=CC(=NC1)NC1=CC2=C(OC[C@H]3N2C(C2(C3)CC2)=O)N=C1 (S)-2'-((5-(4-(2-oxo-pyrrolidin-1-yl)phenyl)pyridin-2-yl)amino)-6a',7'-dihydro-6'H,9'H-spiro[cyclopropane-1,8'-pyrido[2,3-b]pyrrolo[1,2-d][1,4]oxazin]-9'-one